C(=C)N1C(CCCC1C)=O N-vinyl-6-methyl-piperidone